NC1=NC=C(C2=C1C(=C(N2C)C2=C(C=C(C=C2)NC(C(=C)F)=O)C)C2=CC(=C(C(=O)NCC(F)(F)F)C=C2)OC)C#CC(C)(S(=O)(=O)C)C 4-(4-amino-2-{4-[(2-fluoroacrylamido)]-2-methylphenyl}-1-methyl-7-[3-methyl-3-(methylsulfonyl)but-1-ynyl]pyrrolo[3,2-c]pyridin-3-yl)-2-methoxy-N-(2,2,2-trifluoroethyl)benzamide